tert-butyl 3-(2,6-difluorophenyl)-3-hydroxy-azetidine-1-carboxylate FC1=C(C(=CC=C1)F)C1(CN(C1)C(=O)OC(C)(C)C)O